C(C)OC(=O)C1=C(N=NN1CC1=CC=C(C=C1)C(F)(F)F)C1=CSC=C1 (thiophene-3-yl)-1-(4-(trifluoromethyl)benzyl)-1H-1,2,3-triazole-5-carboxylic acid ethyl ester